NC1=C2C(=NC=N1)N(N=C2C2=NOC(=C2C2=NC=C(C=N2)C2CCN(CC2)C(CCC(=O)O)=O)C2CC2)C(C)C 4-(4-(2-(3-(4-amino-1-isopropyl-1H-pyrazolo[3,4-d]pyrimidin-3-yl)-5-cyclopropylisoxazol-4-yl)pyrimidin-5-yl)piperidin-1-yl)-4-oxobutanoic acid